ClC1=C(C=CC=C1C1=C(C(=NC=C1)C1=CC(=C(C=C1)CNC[C@H]1NC(CC1)=O)OC)Cl)NC(C1=NC=C(C=C1)CNC)=O (S)-N-(2-chloro-3-(3-chloro-2-(3-methoxy-4-((((5-oxopyrrolidin-2-yl)methyl)amino)methyl)phenyl)pyridin-4-yl)phenyl)-5-((methylamino)methyl)picolinamide